NC1=CN=C(C=C1C(=O)N)N1CCCC1 5-Amino-2-(pyrrolidin-1-yl)isonicotinamide